FC(C=1C=C(C=C(C1)C(F)(F)F)C1=CC=NC=2N1N=C(C2C2=NC=1C(=NC=C(C1)C(F)(F)F)N2C)SCC)(F)F 2-(7-(3,5-bis(trifluoromethyl)phenyl)-2-(ethylsulfanyl)pyrazolo[1,5-a]pyrimidin-3-yl)-3-methyl-6-(trifluoromethyl)-3H-imidazo[4,5-b]pyridine